(S)-4-benzyl-3-((S)-3-hydroxy-3-phenylbutanoyl)oxazolidin-2-one C(C1=CC=CC=C1)[C@@H]1N(C(OC1)=O)C(C[C@@](C)(C1=CC=CC=C1)O)=O